OC1(CCOC2=CC=CC=C12)C 4-hydroxy-4-methylchroman